C12(CC(C1)C2)NCC(CCCC)N N1-(bicyclo[1.1.1]pentan-1-yl)hexane-1,2-diamine